hydroxyl-(silanol) O[SiH2]O